(1S,3'R,4'S,5'S,6'R)-6-(4-ethylbenzyl)-6'-(hydroxymethyl)-3',4',5',6'-tetrahydro-3H-spiro[isobenzofuran-1,2'-pyran]-3',4',5-triol C(C)C1=CC=C(CC2=C(C=C3CO[C@]4(O[C@H](C[C@@H]([C@H]4O)O)CO)C3=C2)O)C=C1